FC(C=1C=CC(=NC1)N1N=CC2=CC=C(C=C12)[C@@H]1[C@H](C1)C=1C=2N(N=C(C1)C=1C(NC(NC1)=O)=O)C=CN2)(F)F 5-(8-((1S,2S)-2-(1-(5-(trifluoromethyl)pyridin-2-yl)-1H-indazol-6-yl)cyclopropyl)imidazo[1,2-b]pyridazin-6-yl)pyrimidine-2,4(1H,3H)-dione